O=C1NC(CCC1N1C(C2=CC=CC(=C2C1=O)NCCCCC(=O)N1CCN(CC1)CC1=CC=C(C(=O)NC2=CC(=C(C=C2)C)NC2=NC=CC(=N2)C=2C=NC=CC2)C=C1)=O)=O 4-((4-(5-((2-(2,6-dioxopiperidin-3-yl)-1,3-dioxoisoindolin-4-yl)amino)pentanoyl)piperazin-1-yl)methyl)-N-(4-methyl-3-((4-(pyridin-3-yl)pyrimidin-2-yl)amino)phenyl)benzamide